N-propoxyformyl-O-methylsulfonyl-L-homoserine ethyl ester C(C)OC([C@@H](NC(=O)OCCC)CCOS(=O)(=O)C)=O